ClC=1N=C2C(=C(C(N(C2=CC1)C)=O)C#N)N1CCC(CC1)(O)[C@H](C1=CC=CC=C1)C1=NC=C(C=C1)Cl 6-chloro-4-[4-[(R)-(5-chloro-2-pyridyl)-phenyl-methyl]-4-hydroxy-1-piperidyl]-1-methyl-2-oxo-1,5-naphthyridine-3-carbonitrile